CN1N=C(C=C1C)NC1=NC=C(C(=N1)C1=CNC2=C(C=CC=C12)N1C(C2=CC=CC(=C2C1)C=1C=CC(=NC1)C(=O)N)=O)C 5-(2-(3-(2-((1,5-dimethyl-1H-pyrazol-3-yl)amino)-5-methylpyrimidin-4-yl)-1H-indol-7-yl)-1-oxoisoindolin-4-yl)picolinamide